BrC=1C(=C(C=CC1)C=1OC2=C(N1)C=C(C(=C2)C2CC2)C=O)C 2-(3-bromo-2-methylphenyl)-6-cyclopropylbenzo[d]oxazole-5-carbaldehyde